C(C=CCCCCCCCCCC(=O)O)(=O)O tridecendioic acid